methyl (R)-2'-oxo-1',2',5,7-tetrahydrospiro[cyclopenta[c]pyridine-6,3'-pyrrolo[2,3-b]pyridine]-3-carboxylate O=C1[C@]2(C=3C(=NC=CC3)N1)CC1=C(C=NC(=C1)C(=O)OC)C2